CC1(CC1)NS(=O)(=O)C1=CC2=C(NC(N(C2=O)CC2=CN=C(S2)C)=O)S1 N-(1-methylcyclopropyl)-3-((2-methylthiazol-5-yl)methyl)-2,4-dioxo-1,2,3,4-tetrahydrothieno[2,3-d]pyrimidine-6-sulfonamide